N1C(=CC=2C=NC=CC21)CNC(=O)[C@H]2N(C[C@@H](C2)OC(F)F)C(CN2CC1=NC=C(C=C1C2=O)C2=C(C=C(C=C2)F)F)=O (2S,4R)-N-((1H-pyrrolo[3,2-c]pyridin-2-yl)methyl)-4-(difluoromethoxy)-1-(2-(3-(2,4-difluorophenyl)-5-oxo-5,7-dihydro-6H-pyrrolo[3,4-b]pyridin-6-yl)acetyl)pyrrolidine-2-carboxamide